O[C@@H]1C[C@H](N(C1)C([C@H](C(C)(C)C)NC(CCNC(OC(C)(C)C)=O)=O)=O)C(N[C@@H](C)C1=CC=C(C=C1)C1=C(N=CS1)C)=O tert-butyl (3-(((S)-1-((2S,4R)-4-hydroxy-2-(((S)-1-(4-(4-methylthiazol-5-yl)phenyl)ethyl)carbamoyl)pyrrolidin-1-yl)-3,3-dimethyl-1-oxobutan-2-yl)amino)-3-oxopropyl)carbamate